C(C)(C)(C)OC(=O)N1C[C@H](CC1)NC=1C=NC(=C(C1C)F)S(N(C=1N=CSC1)CC1=CC=C(C=C1)OC)(=O)=O (S)-3-((5-fluoro-6-(N-(4-methoxybenzyl)-N-(thiazol-4-yl)sulfamoyl)-4-methylpyridin-3-yl)amino)pyrrolidine-1-carboxylic acid tert-butyl ester